BrCC(=O)C1=CC=C(S1)C1OCC(CN(C1)C(=O)OC(C)(C)C)(F)F tert-butyl 2-(5-(2-bromoacetyl)thiophen-2-yl)-6,6-difluoro-1,4-oxazepane-4-carboxylate